5-[[3-Chloro-4-[(7S)-3-(3,5-difluorophenyl)-2,7-dimethyl-5,7-dihydro-4H-pyrazolo[3,4-c]pyridine-6-carbonyl]-2-pyridyl]oxymethyl]oxazolidin-2-one ClC=1C(=NC=CC1C(=O)N1[C@H](C=2C(CC1)=C(N(N2)C)C2=CC(=CC(=C2)F)F)C)OCC2CNC(O2)=O